CN1CCC(=CC1)OS(=O)(=O)C(F)(F)F 1-methyl-1,2,3,6-tetrahydropyridin-4-yl-trifluoromethanesulfonic acid